O=C1NC(=CC=C1C(=O)N)C(F)(F)F 2-oxo-6-(trifluoromethyl)-1,2-dihydropyridine-3-carboxamide